FC=1C=C2C(N(CN(C2=CC1F)C1=C(C=C(C=C1)F)C(C)C)C=1C(=NC(=CC1)OC)C)=O 6,7-difluoro-1-(4-fluoro-2-isopropylphenyl)-3-(6-methoxy-2-methylpyridin-3-yl)-2,3-dihydroquinazolin-4(1H)-one